4-isobutylcyclohex-3-ene-1-carbaldehyde C(C(C)C)C1=CCC(CC1)C=O